(18S)-18-[(oxetan-3-ylamino)methyl]-17-oxa-4,14,21-triazahexacyclo[19.6.1.1^{7,14}.0^{2,6}.0^{8,13}.0^{22,27}]nonacosa-1(28),2(6),7(29),8,10,12,22(27),23,25-nonaene-3,5-dione O1CC(C1)NC[C@H]1OCCN2C3=CC=CC=C3C(C=3C(NC(C3C=3C=4C=CC=CC4N(CC1)C3)=O)=O)=C2